ClC(=C(Cl)Cl)[SiH3] Trichlorovinyl-silan